mono-3-hydroxybenzoic acid OC=1C=C(C(=O)O)C=CC1